N-(4-aminobutyl)-1-(5-(4-(3-aminoprop-1-yn-1-yl)phenyl)furan-2-carbonyl)piperidine-4-carboxamide NCCCCNC(=O)C1CCN(CC1)C(=O)C=1OC(=CC1)C1=CC=C(C=C1)C#CCN